C(C)OC(OCC)(OCC)[SiH2]CC[SiH2]C(OCC)(OCC)OCC 1,2-bis(triethoxymethylsilyl)ethane